trans-4-((3-(1-Isopropyl-1H-pyrazol-4-yl)phenyl)((trans-4-(4-methoxy-3-methylphenyl)cyclohexyl)methyl) carbamoyl)-1-methylcyclohexyl methylcarbamate CNC(OC1(CCC(CC1)C(N(C[C@@H]1CC[C@H](CC1)C1=CC(=C(C=C1)OC)C)C1=CC(=CC=C1)C=1C=NN(C1)C(C)C)=O)C)=O